ClC1=NC=CC=C1O[C@H](C)C=1C=C(C=C2C(C(=C(OC12)C1=CC=CC=C1)C)=O)C 8-[(1R)-1-[(2-Chloro-3-pyridyl)oxy]ethyl]-3,6-dimethyl-2-phenyl-chromen-4-one